tert-butyl 4-(1-((1-fluorocyclopropyl)methyl)-1H-1,2,3-triazol-4-yl)benzoate FC1(CC1)CN1N=NC(=C1)C1=CC=C(C(=O)OC(C)(C)C)C=C1